BrC1=CN(C2=CC(=C(C=C2C1=O)N(C=O)CC(=O)C1CC1)C)C N-(3-bromo-1,7-dimethyl-4-oxo-1,4-dihydroquinolin-6-yl)-N-(2-cyclopropyl-2-oxoethyl)carboxamide